FC=1C=C(C=CC1C#CC1CCNCC1)N1C(CCCC1=O)=O 3-fluoro-4-[2-(piperidin-4-yl)ethynyl]phenylpiperidine-2,6-dione